(S)-3-(1-(4-cyanopyrimidin-5-yl)pyrrolidin-3-yl)-N-(4-(difluoromethoxy)pyridin-2-yl)-4-methylbenzamide C(#N)C1=NC=NC=C1N1C[C@@H](CC1)C=1C=C(C(=O)NC2=NC=CC(=C2)OC(F)F)C=CC1C